2'-TBDMS-N-benzoyl-adenosine [Si](C)(C)(C(C)(C)C)[C@@]1([C@@H](O[C@@H]([C@H]1O)CO)N1C=NC=2C(NC(C3=CC=CC=C3)=O)=NC=NC12)O